CC(C(C1OCCC(C1)C)SC(CC=O)CCC)C 3-[2-methyl-1-(4-methyltetrahydropyran-2-yl)propyl]sulfanyl-hexanal